6-(4-(1-methyl-1H-pyrazol-4-yl)-7H-pyrrolo[2,3-d]pyrimidin-5-yl)-[1,2,4]triazolo[1,5-a]pyridine CN1N=CC(=C1)C=1C2=C(N=CN1)NC=C2C=2C=CC=1N(C2)N=CN1